Cl.N[C@H](C(=O)N1C[C@@H](N(CC1)C(=O)OCC1=CC=CC=C1)C)C1CCCCC1 Benzyl (S)-4-((S)-2-amino-2-cyclohexylacetyl)-2-methylpiperazine-1-carboxylate hydrochloride